N-(7H-pyrrolo[2,3-d]pyrimidin-4-yl)-2-{[(2S)-1,1,1-trifluoropropan-2-yl]oxy}benzamide N1=CN=C(C2=C1NC=C2)NC(C2=C(C=CC=C2)O[C@H](C(F)(F)F)C)=O